5-acetyl-4-(2-chloro-3-fluoropyridin-4-yl)-2-methylpyridazin-3(2H)-one C(C)(=O)C1=C(C(N(N=C1)C)=O)C1=C(C(=NC=C1)Cl)F